N[C@@H](CC1=CC=CC=C1)C(=O)O.[Sn] tin phenylalanine